N-((5-ethynylpyridin-2-yl)methyl)formamide C(#C)C=1C=CC(=NC1)CNC=O